C(C)C1=C(C=CC(=N1)N)C=1C=CC=C2C=CC(=NC12)N1CCOCC1 6-ethyl-5-(2-morpholinoquinolin-8-yl)pyridin-2-amine